2-amino-6-(1-ethylpentyl)-3H-pyrimidine-4-one NC1=NC(=CC(N1)=O)C(CCCC)CC